C(C)N1CC2(CN(C2)C=2C=CC(=NC2)NC=2N=CC3=C(N2)C(=NC=C3)N3CC2(CC3)CCOCC2)C1 N-(5-(6-ethyl-2,6-diazaspiro[3.3]heptan-2-yl)pyridin-2-yl)-8-(8-oxa-2-azaspiro[4.5]decan-2-yl)pyrido[3,4-d]pyrimidin-2-amine